C(C)(C)(C)OC(=O)N1CCC2(CC1)C(C1=CC=C(C=C1C2)Cl)=NS(=O)C(C)(C)C 1-((tert-butylsulfinyl)imino)-5-chloro-1,3-dihydro-spiro[indene-2,4'-piperidine]-1'-carboxylic acid tert-butyl ester